C(C)(C)(C)OC(CN1C(C2=CC(=CC=C2CC1)C1=NC(=NC=C1Cl)Cl)=O)=O 2-[7-(2,5-dichloropyrimidin-4-yl)-1-oxo-1,2,3,4-tetrahydroisoquinolin-2-yl]acetic acid tert-butyl ester